(1R,3r)-3-((R)-3-(1-(7-(((R)-1-(2,4-dichlorophenyl)ethyl)amino)thiazolo[4,5-d]pyrimidin-2-yl)azetidin-3-yl)piperidin-1-yl)-1-methylcyclobutane-1-carboxylic acid ClC1=C(C=CC(=C1)Cl)[C@@H](C)NC=1C2=C(N=CN1)N=C(S2)N2CC(C2)[C@@H]2CN(CCC2)C2CC(C2)(C(=O)O)C